BrC1=NN(C(=C1F)N1C(C(CC1)CC1=CC(=C(C(=C1)F)Cl)F)=O)COCC[Si](C)(C)C 1-(3-Bromo-4-fluoro-1-((2-(trimethylsilyl)ethoxy)methyl)-1H-pyrazol-5-yl)-3-(4-chloro-3,5-difluorobenzyl)pyrrolidin-2-one